C1(=CC=CC=C1)C1=NC(=NC(N1)=O)C1=NC=CC=C1 6-phenyl-4-(pyridin-2-yl)-1,3,5-triazin-2(1H)-one